7-(5-Isopropoxylindolin-1-yl)-N-tetrahydropyran-4-yl-thiazolo[5,4-d]pyrimidine-2-carboxamide O(C(C)C)C=1C=C2CCN(C2=CC1)C=1C2=C(N=CN1)SC(=N2)C(=O)NC2CCOCC2